FC1(CC=C(C(C2=CC=CC=C2)O)C=C1)F 4,4-difluorobenzhydrol